CC1(NC(CC(C1)OC1=C(N=NC=C1)C1=CC=CC=C1O)(C)C)C 6-((2,2,6,6-tetramethylpiperidin-4-yloxy)-pyridazin-3-yl)-phenol